(3R,6S)-1-acetyl-6-methylpiperidine-3-carboximidamide C(C)(=O)N1C[C@@H](CC[C@@H]1C)C(N)=N